CS(=O)(=NC1=NC(=NC(=C1)N1[C@@H](COCC1)C)C1=CC=NC=C1)C (R)-dimethyl((6-(3-methylmorpholino)-2-(pyridin-4-yl)pyrimidin-4-yl)imino)-λ6-sulfanone